Acetic acid 4-[5-cyano-4-(4-isopropyl-phenyl)-[2,2']bipyridinyl-6-yloxy]-butyl ester C(#N)C=1C(=CC(=NC1OCCCCOC(C)=O)C1=NC=CC=C1)C1=CC=C(C=C1)C(C)C